10-oxo-2,3,5,6-tetrahydro-1H,4H,10H-11-oxa-3a-azabenzo[de]Anthracene-9-carbaldehyde O=C1OC2=C3C=4N(CCCC4C=C2C=C1C=O)CCC3